COCC12C(C(CC2C1)CC=C(CO)C)(C)C 4-[1-(methoxymethyl)-2,2-dimethyl-3-bicyclo[3.1.0]hexanyl]-2-methyl-but-2-en-1-ol